C(C)(C)(C)OC(=O)N1CCNCCC1 1,4-diazepan-1-carboxylic acid tert-butyl ester